2-(4-Cyclopropyl-1H-imidazol-1-yl)-N-(6-(4-isopropyl-4H-1,2,4-triazol-3-yl)pyridin-2-yl)thiazole-4-carboxamide C1(CC1)C=1N=CN(C1)C=1SC=C(N1)C(=O)NC1=NC(=CC=C1)C1=NN=CN1C(C)C